(1r,2'S,4S)-4-(3-chloroanilino)-2'-{(2R)-2-methyl-3-[(5,6,7,8-tetrahydro-5,8-ethanoquinolin-4-yl)oxy]propyl}-2',3'-dihydrospiro[cyclohexane-1,1'-indene]-4-carboxylic acid ClC=1C=C(NC2(CCC3([C@H](CC4=CC=CC=C34)C[C@H](COC3=CC=NC=4C5CCC(C34)CC5)C)CC2)C(=O)O)C=CC1